3,9-Dihydroxycoumestan OC=1C=CC=2C=3OC4=CC(=CC=C4C3COC2C1)O